benzyl 3-(2-(dimethoxymethyl) pyridin-4-yl)-4-oxopiperidine-1-carboxylate COC(C1=NC=CC(=C1)C1CN(CCC1=O)C(=O)OCC1=CC=CC=C1)OC